4-(7-fluoro-3-(pyridazin-3-ylmethyl)-3H-imidazo[4,5-c]pyridin-2-yl)-1,2,5-oxadiazol-3-amine FC=1C2=C(C=NC1)N(C(=N2)C=2C(=NON2)N)CC=2N=NC=CC2